C(C1=CC=CC=C1)OC1=NC(=CC=C1C1=CC=C(C=C1)N1CCN(CC1)C(=O)OC(C)(C)C)OCC1=CC=CC=C1 tert-butyl 4-(4-(2,6-bis(benzyloxy)pyridin-3-yl)phenyl)piperazine-1-carboxylate